tris-diisopropylamino-pentafluoroethyl-silane C(C)(C)N(C(C)C)[Si](C(C(F)(F)F)(F)F)(N(C(C)C)C(C)C)N(C(C)C)C(C)C